ClC=1C(N(C(=CC1OC([2H])([2H])C1=NC=C(C=C1F)F)C)C1=CC(=NC=C1C)N1N=C(C(=C1)F)C1(CCC1)NC(C)=O)=C=O (R)-N-(1-(1-(3-chloro-4-((3,5-difluoropyridin-2-yl)methoxy-d2)-5',6-dimethyl-2-carbonyl-2H-[1,4'-bipyridyl]-2'-yl)-4-fluoro-1H-pyrazol-3-yl)cyclobutyl)acetamide